ClC1=CC=CC(=N1)C(C)(C)O 2-(6-chloro-2-pyridinyl)propan-2-ol